NC1=C2C(=NC=N1)N(N=C2C2=NOC(=C2)C2CC2)C2CC(C2)C(=O)NCC (1r,3r)-3-[4-amino-3-(5-cyclopropyl-1,2-oxazol-3-yl)-1H-pyrazolo[3,4-d]pyrimidin-1-yl]-N-ethylcyclobutane-1-carboxamide